2,4-dibromobenzyl azide BrC1=C(CN=[N+]=[N-])C=CC(=C1)Br